Ethyl 7-(2-(bromomethyl)-5,6-dihydro-4H-pyrrolo[1,2-b]pyrazol-3-yl)-6-chloro-3-(3-((3-((4-methoxybenzyl) thio) naphthalen-1-yl) oxy) propyl)-1-methyl-1H-indole-2-carboxylate BrCC=1C(=C2N(N1)CCC2)C=2C(=CC=C1C(=C(N(C21)C)C(=O)OCC)CCCOC2=CC(=CC1=CC=CC=C21)SCC2=CC=C(C=C2)OC)Cl